1-[6-Benzyl-3-methyl-3-(pyridin-3-yl)-2,3-dihydro-1H-indol-1-yl]-2-[(2R,5R)-2-(methoxymethyl)-5-methylpiperazin-1-yl]ethan C(C1=CC=CC=C1)C1=CC=C2C(CN(C2=C1)CCN1[C@H](CN[C@@H](C1)C)COC)(C=1C=NC=CC1)C